ClC1=C(C(=O)N2COC3=C(C2)C=CC=C3C3=CC(=C(C#N)C=C3)N3CCOCC3)C(=CC(=C1)C=1C=NN(C1)C)Cl 4-[3-[2,6-dichloro-4-(1-methylpyrazol-4-yl)benzoyl]-2,4-dihydro-1,3-benzoxazin-8-yl]-2-morpholine-4-ylbenzonitrile